ClC=1C=CC2=C(CC3(CC=4N2C(=NN4)C4CCC2(CN(C(O2)=O)C)CC4)OCCO3)C1 (trans)-8-(8'-chloro-4'H,6'H-spiro[1,3-dioxolane-2,5'-[1,2,4]triazolo[4,3-a][1]benzazepin]-1'-yl)-3-methyl-1-oxa-3-azaspiro[4.5]decan-2-one